C(=O)(O)C1=CSC=C1 3-carboxythiophen